1-(2,3-difluorobenzyl)-2-ethoxy-6-(4-methoxy-5H-pyrrolo[3,2-d]pyrimidin-5-yl)-1H-imidazo[4,5-b]pyridine FC1=C(CN2C(=NC3=NC=C(C=C32)N3C=CC=2N=CN=C(C23)OC)OCC)C=CC=C1F